C(C)(C)C1=NOC(=N1)C1CCC(CC1)C(C)OC=1SC2=NC(=CC=C2N1)C1=CC=C(C=C1)S(=O)(=O)C 3-isopropyl-5-(4-(1-((5-(4-(methyl-sulfonyl)phenyl)thiazolo[5,4-b]pyridin-2-yl)oxy)ethyl)cyclohexyl)-1,2,4-oxadiazole